CN1C(CC(CC1(C)C)O)(C)C 1,2,2,6,6-pentamethylpiperidin-4-ol